(3-cyano-4-benzyloxyphenyl)-2-thiazolecarboxylic acid C(#N)C=1C=C(C=CC1OCC1=CC=CC=C1)C=1N=C(SC1)C(=O)O